C(=O)O.ClC1=C(C(=CC=C1)Cl)N1CC(C1)C1=CC(=C(CN2CC(C2)(O)CC)C(=C1)C)C (4-(1-(2,6-dichlorophenyl)azetidin-3-yl)-2,6-dimethylbenzyl)-3-ethylazetidin-3-ol formate salt